8-cyclopropyl-9-(2-trimethylsilylethoxymethyl)purin-6-amine C1(CC1)C=1N(C2=NC=NC(=C2N1)N)COCC[Si](C)(C)C